BrC1=NN(C(=C1)COC)C1=NC=CC=C1Cl 2-[3-bromo-5-(methoxymethyl)-1H-pyrazol-1-yl]-3-chloropyridine